3,5-bis(dimethylamino)-2,3-naphthyridin-1-one CN(N1NC(C2=CC=CC(=C2C1)N(C)C)=O)C